1-methyl-cyclopentadiene CC1=CC=CC1